2-[(4-{6-[(4-chloro-2-fluorobenzyl)oxy]pyridin-2-yl}piperidin-1-yl)methyl]-1-{[1-(2-methoxyethyl)piperidin-4-yl]methyl}-1H-benzimidazole-6-carboxylic acid ClC1=CC(=C(COC2=CC=CC(=N2)C2CCN(CC2)CC2=NC3=C(N2CC2CCN(CC2)CCOC)C=C(C=C3)C(=O)O)C=C1)F